N(N=C1SC2=C(N1CC)C=CC(=C2)S(=O)(=O)O)=C2SC1=C(N2CC)C=CC(=C1)S(=O)(=O)O 2,2'-Azino-bis[3-ethylbenzothiazoline-6-sulphonic acid]